N1=CC(=CC=C1)C1=NC(=NN1)S 5-(3-pyridyl)-1H-1,2,4-triazole-3-thiol